ClC1=CC=C(C=C1)/C=C/C(=O)OC1=C(C=C(C=C1OC)/C=N/C1=CC=C(C=C1)O)Cl (E)-2-chloro-4-((E)-(4-hydroxyphenylimino)methyl)-6-methoxyphenyl 3-(4-chlorophenyl)acrylate